COC(=O)[C@@H]1CC[C@H](CC1)CN1C=CC2=CC(=CC=C12)C(N)=O.NC1=CC=C(C=C1)C1(CC1)C(CN1CCN(CC1)C)=O 1-[1-(4-aminophenyl)cyclopropyl]-2-(4-Methylpiperazin-1-yl)ethanone methyl-trans-4-[(5-carbamoylindol-1-yl)methyl]cyclohexanecarboxylate